COC(=O)C=1C(N(C2=CC(=CC=C2C1N)C(F)(F)F)C1=CC=C(C=C1)C(C)=O)=O.ClC1=NC=C2C=C(C=3N(C2=C1)C=CN3)C=3C(=CC(=NC3)C(CC)=O)C 1-(5-{8-chloroimidazo[1,2-a]1,6-naphthyridin-4-yl}-4-methylpyridin-2-yl)propan-1-one methyl-4-amino-1-(4-acetylphenyl)-2-oxo-7-(trifluoromethyl)-1,2-dihydroquinoline-3-carboxylate